3-(((4,4-bis(((Z)-oct-5-en-1-yl)oxy)butanoyl)oxy)methyl)-5-(hydroxymethyl)benzyl (9Z,12Z)-octadeca-9,12-dienoate C(CCCCCCC\C=C/C\C=C/CCCCC)(=O)OCC1=CC(=CC(=C1)CO)COC(CCC(OCCCC\C=C/CC)OCCCC\C=C/CC)=O